N-((1R,2S)-2-Acrylamidocyclohexyl)-5-(6-cyclobutoxy-2-methylpyridin-3-yl)-4-oxo-4,5-dihydro-3H-1-thia-3,5,8-triazaacenaphthylene-2-carboxamide C(C=C)(=O)N[C@@H]1[C@@H](CCCC1)NC(=O)C=1SC=2N=CC=C3N(C(NC1C23)=O)C=2C(=NC(=CC2)OC2CCC2)C